3-(4-(2,6-dimethylpiperazin-1-yl)-5,6,7-trifluoro-1-oxoisoindolin-2-yl)piperidine-2,6-dione CC1N(C(CNC1)C)C1=C2CN(C(C2=C(C(=C1F)F)F)=O)C1C(NC(CC1)=O)=O